(1r,4r)-5'-bromo-4'-chloro-4-hydroxy-4-methylspiro[cyclohexane-1,3'-pyrrolo[2,3-b]pyridine]-2'(1H)-one BrC=1C(=C2C(=NC1)NC(C21CCC(CC1)(C)O)=O)Cl